(2-((S)-2,2-dimethylcyclopropane-1-carbonyl)-8-(hydroxymethyl)-2,6-diazaspiro[3.4]octan-6-yl)(1-(4-fluoro-2-(trifluoromethyl)benzyl)-1H-pyrazol-4-yl)methanone CC1([C@H](C1)C(=O)N1CC2(C1)CN(CC2CO)C(=O)C=2C=NN(C2)CC2=C(C=C(C=C2)F)C(F)(F)F)C